COC1=C(C=CC=C1)C1N=C(N=C1NC1=CC=CC=C1)C1=CC=CC=C1 4-(2-methoxyphenyl)-2-phenyl-5-(phenyl-amino)-4H-imidazole